[Li+].O(P([O-])(=O)OP(=O)([O-])[O-])CC=C(C)CCC=C(C)CCC=C(C)C.[Li+].[Li+] farnesyl pyrophosphate lithium salt